3-methyl-3-[(E)-2-[4-(trifluoromethyl)phenyl]vinyl]pyrrolidine-1-carboxylic acid tert-butyl ester C(C)(C)(C)OC(=O)N1CC(CC1)(\C=C\C1=CC=C(C=C1)C(F)(F)F)C